3,3'-([4,4'-bipyridinium]-1,1'-diyl)bis(propane-1-sulfonate) [N+]1(=CC=C(C=C1)C1=CC=[N+](C=C1)CCCS(=O)(=O)[O-])CCCS(=O)(=O)[O-]